ethyl 1-[(3,3-difluorocyclobutyl)methyl]-3-(1,1-difluoroethyl)-4-iodo-1H-pyrazole-5-carboxylate FC1(CC(C1)CN1N=C(C(=C1C(=O)OCC)I)C(C)(F)F)F